C1CC12CN(C2)C2=CC=C(C(=N2)C)CN2N=CC(=C2)C(=O)O 1-[6-(5-aza-spiro[2.3]hex-5-yl)-2-methyl-pyridin-3-ylmethyl]-1H-pyrazole-4-carboxylic acid